2-(3-((5-((2-(2,6-dioxopiperidin-3-yl)-1,3-dioxoisoindol-4-yl)oxy)-3-methylpentyl)oxy)phenyl)acetamide O=C1NC(CCC1N1C(C2=CC=CC(=C2C1=O)OCCC(CCOC=1C=C(C=CC1)CC(=O)N)C)=O)=O